(2-([(CYCLOBUTYLMETHYL)(METHYL)AMINO]METHYL)-5-FLUOROPHENYL)BORANEDIOL C1(CCC1)CN(C)CC1=C(C=C(C=C1)F)B(O)O